ethyl 2-(3-(bromomethyl)-1H-pyrazol-1-yl)-2-methylpropanoate BrCC1=NN(C=C1)C(C(=O)OCC)(C)C